N-(5-chloro-2-methoxyphenyl)-7-methoxy-2-(tetrahydro-2H-pyran-4-yl)imidazo[1,2-a]pyridine-6-carboxamide ClC=1C=CC(=C(C1)NC(=O)C=1C(=CC=2N(C1)C=C(N2)C2CCOCC2)OC)OC